C(N)(=N)N1CCC(=CC1)C1=CC=C(C(=O)N(C)C2=CC=C(C=C2)C=2CCN(CC2)C(N)=N)C=C1 4-(1-carbamimidoyl-1,2,3,6-tetrahydropyridin-4-yl)-N-[4-(1-carbamimidoyl-1,2,3,6-tetrahydropyridin-4-yl)phenyl]-N-methylbenzamide